5-ethoxycarbonylnaphthyl-7-oxo-bicyclo[2.2.1]Hept-2-ene C(C)OC(=O)C1=C2C=CC=C(C2=CC=C1)C12C=CC(CC1)C2=O